ethyl 2-[(2-chlorophenyl)methyl-[(5-fluoro-2-pyridyl)methyl]amino]-2-oxo-acetate ClC1=C(C=CC=C1)CN(C(C(=O)OCC)=O)CC1=NC=C(C=C1)F